N-((6-((S)-3-hydroxypyrrolidin-1-yl)pyridin-2-yl)sulfonyl)cyclopropane-1-carboxamide O[C@@H]1CN(CC1)C1=CC=CC(=N1)S(=O)(=O)NC(=O)C1CC1